diamino-3,3'-dimethylbiphenyl NC1=C(C(=C(C=C1)C1=CC(=CC=C1)C)N)C